N[C@@H](CC#N)C1=NC(=CC=C1OC)C=O (3S)-3-AMINO-3-(6-FORMYL-3-METHOXY(2-PYRIDYL))PROPANENITRILE